OC1(CCN(CC12CCCC2)C(=O)OC(C)(C)C)CN2C=NC1=C(C2=O)C=NN1C tert-Butyl 10-hydroxy-10-((1-methyl-4-oxo-1,4-dihydro-5H-pyrazolo[3,4-d]pyrimidin-5-yl)methyl)-7-azaspiro[4.5]decane-7-carboxylate